C(=O)O.N[C@H](C(=O)NCCCNC(C1=C(C=C(C=C1)NC=1C=2N(C=CN1)C(=CN2)C=2C(=NN(C2)CC#N)C(F)(F)F)CC)=O)C (S)-N-(3-(2-aminopropanamido)propyl)-4-((3-(1-(cyanomethyl)-3-(trifluoromethyl)-1H-pyrazol-4-yl)imidazo[1,2-a]pyrazin-8-yl)amino)-2-ethylbenzamide formate